N-methyl-4,6-bis(trifluoromethyl)-N-(3-(trifluoromethyl)phenyl)-1H-benzo[d]imidazol-2-amine CN(C1=NC2=C(N1)C=C(C=C2C(F)(F)F)C(F)(F)F)C2=CC(=CC=C2)C(F)(F)F